BrC1=C(C=NC=C1)C(CCC=C)N 1-(4-bromopyridin-3-yl)pent-4-en-1-amine